7,7'-((4-hydroxybutyl)azanediyl)bis(N,N-dioctylheptane-1-sulfonamide) OCCCCN(CCCCCCCS(=O)(=O)N(CCCCCCCC)CCCCCCCC)CCCCCCCS(=O)(=O)N(CCCCCCCC)CCCCCCCC